(((tert-butylsulfinyl)imino)methyl)-7-chloro-3,4-dihydroisoquinoline-2(1H)-carboxylic acid benzyl ester C(C1=CC=CC=C1)OC(=O)N1C(C2=CC(=CC=C2CC1)Cl)C=NS(=O)C(C)(C)C